tert-butyl 3-[4-[2-[tert-butoxycarbonyl(methyl)amino]ethoxy]-1,3-dioxo-isoindolin-2-yl]-2,6-dioxo-piperidine-1-carboxylate C(C)(C)(C)OC(=O)N(CCOC1=C2C(N(C(C2=CC=C1)=O)C1C(N(C(CC1)=O)C(=O)OC(C)(C)C)=O)=O)C